(S)-2-(2,6-difluorophenyl)-4-((4-(3-ethyl-2-oxopyrrolidin-3-yl)phenyl)amino)-6,7-dihydro-5H-pyrrolo[3,4-d]pyrimidin-5-one FC1=C(C(=CC=C1)F)C=1N=C(C2=C(N1)CNC2=O)NC2=CC=C(C=C2)[C@]2(C(NCC2)=O)CC